tert-butyl (S)-2-(1-methoxy-4-methyl-1-oxopentan-2-yl)-1-methylhydrazine-1-carboxylate COC([C@H](CC(C)C)NN(C(=O)OC(C)(C)C)C)=O